chromium-manganese nitrogen monoxide [N]=O.[Mn].[Cr]